2-(2-fluoro-4-(pyrrolidin-2-yl)phenyl)-N-(3-(4-fluoropiperidin-1-yl)propyl)-3-methylbenzo[d]imidazo[2,1-b]thiazole-7-carboxamide dihydrochloride Cl.Cl.FC1=C(C=CC(=C1)C1NCCC1)C=1N=C2SC3=C(N2C1C)C=CC(=C3)C(=O)NCCCN3CCC(CC3)F